N-(4-Cyanophenyl)-2-cyclopropoxy-3,4,5,6-tetrafluorobenzenesulfonamide C(#N)C1=CC=C(C=C1)NS(=O)(=O)C1=C(C(=C(C(=C1F)F)F)F)OC1CC1